N-((2-(cyclopropanesulfonamido)thiazol-4-yl)methyl)-4-(6-ethoxypyrazin-2-yl)-2-fluorobenzamide C1(CC1)S(=O)(=O)NC=1SC=C(N1)CNC(C1=C(C=C(C=C1)C1=NC(=CN=C1)OCC)F)=O